NC1=CC(=C(C=C1)CCN1[C@H](O[C@@H](C1=O)C)C=1C(=NN(C1)C1=CC=C(C=C1)F)C1=COC=C1)F (2R,5R)-3-(4-amino-2-fluorophenylethyl)-2-(1-(4-fluorophenyl)-3-(furan-3-yl)-1H-pyrazol-4-yl)-5-methyloxazolidin-4-one